2-(4-bromo-2,5-difluoro-phenyl)acetic acid BrC1=CC(=C(C=C1F)CC(=O)O)F